NC1=C2C(=NC=N1)N(N=C2C2=CC=C(C=C2)OC2=CC=CC=C2)C2CCC(CC2)N2CCN(CC2)CC2CCN(CC2)C(=O)OC(C)(C)C tert-butyl 4-((4-((1r,4r)-4-(4-amino-3-(4-phenoxyphenyl)-1H-pyrazolo[3,4-d]pyrimidin-1-yl)cyclohexyl)piperazin-1-yl)methyl)piperidine-1-carboxylate